tert-butyl-[[cyclopropyl-(3-methylimidazol-3-ium-1-yl)-oxo-λ6-sulfanylidene]amino]-dimethyl-silane C(C)(C)(C)[Si](C)(C)N=S(=O)(N1C=[N+](C=C1)C)C1CC1